C(C1=CC=CC=C1)NC(OC1=CC(=CC=C1)C=1C=NC=C(C1)C1=NN=NN1COCC[Si](C)(C)C)=O 3-(5-(1-((2-(trimethylsilyl)ethoxy)methyl)-1H-tetrazol-5-yl)pyridin-3-yl)phenyl benzylcarbamate